tert-Butyl {1-[1-(2-ethylbutyl)-5-oxo-4,5-dihydro-1H-pyrazol-3-yl]ethyl}methylcarbamate C(C)C(CN1N=C(CC1=O)C(C)N(C(OC(C)(C)C)=O)C)CC